2-(Trideuteromethyl)pyrazole-3-carboxylic acid [2H]C(N1N=CC=C1C(=O)O)([2H])[2H]